(S)-2-methyl-propane-2-sulfinic acid [(R)-1-[4-((1R,2R)-2-tert-butylcyclopropyl)-3-chloro-phenyl]-2-hydroxymethyl-1,3-dimethyl-butyl] amide C(C)(C)(C)[C@H]1[C@@H](C1)C1=C(C=C(C=C1)[C@](C(C(C)C)CO)(C)N[S@@](=O)C(C)(C)C)Cl